BrC1=CC=C(C=C1)N1N=C(C=2CN(CCC21)C(=O)OC(C)(C)C)OCC(=O)OC tert-butyl (rac)-1-(4-bromophenyl)-3-(2-methoxy-2-oxoethoxy)-1,4,6,7-tetrahydro-5H-pyrazolo[4,3-c]pyridine-5-carboxylate